1,3-dimethyl 2-(2,6-dichloropyridin-4-yl)propanedioate ClC1=NC(=CC(=C1)C(C(=O)OC)C(=O)OC)Cl